O=C1NC(CCC1N1CC2=CC=C(C=C2C1=O)C1CCN(CC1)CCCCCCC(=O)O)=O 7-(4-(2-(2,6-dioxopiperidin-3-yl)-3-oxoisoindolin-5-yl)piperidin-1-yl)heptanoic acid